(±)-1-[(2-Methyl-2H-tetrazol-5-yl)-(3-trifluoromethyl-phenyl)-methyl]-3-spiro[3.3]hept-2-yl-urea CN1N=C(N=N1)[C@H](NC(=O)NC1CC2(C1)CCC2)C2=CC(=CC=C2)C(F)(F)F |r|